C(=O)C1=C(C=C(C=C1C)OC(CCC)=O)C butyric acid 4-formyl-3,5-dimethylphenyl ester